tert-butyl 7-(3-(3,5-difluorophenyl)-5-((2-methylbutyl)carbamoyl)pyridin-4-yl)-1,7-diazaspiro[4.4]nonane-1-carboxylate FC=1C=C(C=C(C1)F)C=1C=NC=C(C1N1CC2(CCCN2C(=O)OC(C)(C)C)CC1)C(NCC(CC)C)=O